butyl-5'-fluoro-2'-oxo-4-(p-tolyl)-4H-spiro[cyclopenta[c]benzopyran-1,3'-indoline]-2-carbonitrile C(CCC)N1C(C2(C3=CC(=CC=C13)F)C(=CC=1C(OC3=C(C12)C=CC=C3)C3=CC=C(C=C3)C)C#N)=O